ethyl 2-bromo-3-oxopentanoate BrC(C(=O)OCC)C(CC)=O